C(C1=CC=CC=C1)C=1N(C=2C(=C3CC[C@@H](NC3=CC2)C)N1)[C@H]1CO[C@@H](CC1)CO (7S)-2-Benzyl-3-[(3R,6S)-6-(hydroxymethyl)oxan-3-yl]-7-methyl-3H,6H,7H,8H,9H-imidazo[4,5-f]chinolin